5-hydroxy-3-(4-methoxybenzyl)-N-(4-methyl-1,1-dioxidotetrahydro-2H-thiopyran-4-yl)-3H-imidazo[4,5-b]pyridine-2-carboxamide OC1=CC=C2C(=N1)N(C(=N2)C(=O)NC2(CCS(CC2)(=O)=O)C)CC2=CC=C(C=C2)OC